1-((2,3,6-Trichlorobenzyl)oxy)-2-propanol ClC1=C(COCC(C)O)C(=CC=C1Cl)Cl